CN1CC(CCC1)C=1SC2=C(N1)C=C(C=C2)[C@@H]2NC[C@H](CC2)C 2-(1-methyl-3-piperidyl)-5-[(2R,5S)-5-methyl-2-piperidyl]-1,3-benzothiazole